2,3-dihydro-[1,4]dioxino[2,3-b]pyridine O1CCOC2=NC=CC=C21